BrCC(=O)NC=1C=C(C(=O)O)C=C(C1)F 3-(2-bromoacetamido)-5-fluorobenzoic acid